FC=1C=C(C=CC1)C1=CC(=CC=C1)C[C@@H]1N(CC[C@@H]1NC(C(=O)N(C)C)=O)C(=O)C1(CCC1)C(F)(F)F N~2~-[(2S,3S)-2-[(3'-fluoro[1,1'-biphenyl]-3-yl)methyl]-1-[1-(trifluoromethyl)cyclobutane-1-carbonyl]pyrrolidin-3-yl]-N~1~,N~1~-dimethylethanediamide